CC1=NN(C=C1C)CNC=O N-((3,4-dimethyl-1H-pyrazol-1-yl)methyl)carboxamide